Cl.N[C@@H]1CN(CCC1)C1=C(C=NC(=C1)NC1=NC(=C(C#N)C=C1)C1=C(C=CC=C1OC)F)C=1C=NC(=CC1)N1CCOCC1 6-((4-((S)-3-aminopiperidin-1-yl)-6'-morpholino-[3,3'-bipyridin]-6-yl)amino)-2-(2-fluoro-6-methoxyphenyl)nicotinonitrile hydrochloride